4-(8-fluoroquinolin-3-yl)-2,2-dimethylquinazoline FC=1C=CC=C2C=C(C=NC12)C1=NC(NC2=CC=CC=C12)(C)C